ClCCCCCCCCCC=CC(CCOCOCOCCC(C)C=CCCCCCCCCCCl)C (3Z)-11-chloro-3-undecenylbutyloxymethyl ether